(S)-3-(4-chlorophenyl)-N-((4,4-difluoropiperidin-1-yl)sulfonyl)-4-phenyl-4,5-dihydro-1H-pyrazole-1-carboxamide ClC1=CC=C(C=C1)C1=NN(C[C@@H]1C1=CC=CC=C1)C(=O)NS(=O)(=O)N1CCC(CC1)(F)F